N1(C=CC=C1)C=1C=C(CN(C(CN(S(=O)(=O)C2=C(C(=C(C(=C2F)F)F)F)F)CC=2C=NC=CC2C(F)(F)F)=O)C2=C(C=C(C(=O)O)C=C2)OC2CC2)C=CC1 4-(N-(3-(1H-pyrrol-1-yl)benzyl)-2-(N-((4-(trifluoromethyl)pyridin-3-yl)methyl)-(2,3,4,5,6-pentafluoro-phenyl)sulfonamido)acetamido)-3-cyclopropoxybenzoic acid